FC(C)(F)C1=NC=CC(=N1)NC1=C(C=NC(=C1)NC(C)=O)C1=NC=C(C=C1)CN1[C@H](COCC1)C (S)-N-(4'-((2-(1,1-difluoroethyl)pyrimidin-4-yl)amino)-5-((3-methylmorpholino)methyl)-[2,3'-bipyridin]-6'-yl)acetamide